C1(CC1)CCC(=O)NC1=CC=C(C=N1)C1(CCC1)C(=O)NC1=CC=C(C=C1)F 1-{6-[(3-cyclopropylpropanoyl)amino]pyridin-3-yl}-N-(4-fluorophenyl)cyclobutane-1-carboxamide